(((9H-fluoren-9-yl)methoxy)carbonyl)-L-valyl-L-alanylglycylglycine C1=CC=CC=2C3=CC=CC=C3C(C12)COC(=O)N[C@@H](C(C)C)C(=O)N[C@@H](C)C(=O)NCC(=O)NCC(=O)O